C(CCCCCCCCCCCCCCCCCCCCCCCC)(=O)C(C(=O)O)N(CC(=O)O)CC(=O)O pentacosanoyl-nitrilotriacetic acid